(3S)-1-[2-(4-benzylsulfanyl-2-fluoro-anilino)-5-(trifluoromethyl)pyrimidin-4-yl]-3-methyl-piperidin-3-ol C(C1=CC=CC=C1)SC1=CC(=C(NC2=NC=C(C(=N2)N2C[C@](CCC2)(O)C)C(F)(F)F)C=C1)F